C1(CCCCC1)N(C(NC=1SC(=CN1)SCC(=O)O)=O)[C@@H]1CC[C@H](CC1)OCCC (2-[3-Cyclohexyl-3-(trans-4-propoxy-cyclohexyl)-ureido]-thiazol-5-ylsulfanyl)-acetic acid